(S)-2-(3-Fluoro-6-methylsulfonylpyridine-2-yl)-1-[2-(6-methylbenzo[d]isoxazol-3-yl)phenyl]ethan-1-amine FC=1C(=NC(=CC1)S(=O)(=O)C)C[C@H](N)C1=C(C=CC=C1)C1=NOC2=C1C=CC(=C2)C